6-(3-isopropyl-5-(1-(2-(methylsulfonyl)ethyl)piperidin-4-yl)-1H-indol-2-yl)-8-methoxyimidazo[1,2-a]pyridine C(C)(C)C1=C(NC2=CC=C(C=C12)C1CCN(CC1)CCS(=O)(=O)C)C=1C=C(C=2N(C1)C=CN2)OC